1-methoxy-3,3,4-trimethylpentan-2-one COCC(C(C(C)C)(C)C)=O